(Z)-ethyl 2-((1-aminopropylidene)amino)-4-methylthiophene-3-carboxylate N\C(\CC)=N/C=1SC=C(C1C(=O)OCC)C